COC1=CC2=C(N(N=N2)C=2C=C(C=CC2)NS(=O)(=O)NC(OC(C)(C)C)=O)C=C1 tert-butyl (N-(3-(5-methoxy-1H-benzo[d][1,2,3]triazol-1-yl)phenyl)sulfamoyl)carbamate